CN1C(N2C(COC3=C4C2=C1C=NC4=CC=C3)C)=O 2,10-dimethyl-9,10-dihydro-8-oxa-2,4,10a-triazanaphtho[2,1,8-cde]Azulene-1(2H)-one